OCCN(CCNC(COC=1C=C2C(C3=C(C4=C(O3)C=CC=C4)C(C2=CC1)=O)(C)C)=O)CCO N-{2-[Bis-(2-hydroxy-ethyl)-amino]-ethyl}-2-(6,6-dimethyl-11-oxo-6,11-dihydro-benzo[b]naphtho[2,3-d]furan-8-yloxy)-acetamide